(2-Chlorotrityl) (R)-4-(((1S,2S)-2-aminocyclohexyl)(methyl)amino)-3-benzyl-4-oxobutanoate N[C@@H]1[C@H](CCCC1)N(C([C@@H](CC(=O)OC(C1=C(C=CC=C1)Cl)(C1=CC=CC=C1)C1=CC=CC=C1)CC1=CC=CC=C1)=O)C